C1CCC12N(CCOC2)CC(=O)NC=2C=C(C(=NC2)C)NC(=O)C=2C=NN1C2SC(=C1)C=1C=NN(C1)C N-(5-(2-(8-oxa-5-azaspiro[3.5]nonan-5-yl)acetamido)-2-methylpyridin-3-yl)-2-(1-methyl-1H-pyrazol-4-yl)pyrazolo[5,1-b]thiazole-7-carboxamide